COC=1C(=C2C=CN(C2=C(C1)C)C(=O)OC(C)(C)C)CN1C(CN(CCC1)C)C1=CC=C(C=C1)C(=O)OC tert-butyl 5-methoxy-4-((2-(4-(methoxycarbonyl)phenyl)-4-methyL 1,4-diazepan-1-yl)methyl)-7-methyl-1H-indole-1-carboxylate